N-(6-(2,6-difluoro-3-(2-methoxy-5-methylphenylsulfonamido)phenyl)quinazolin-2-yl)pivalamide FC1=C(C(=CC=C1NS(=O)(=O)C1=C(C=CC(=C1)C)OC)F)C=1C=C2C=NC(=NC2=CC1)NC(C(C)(C)C)=O